6-(7,8-dihydro-5H-1,6-naphthyridin-6-yl)-4,5-dimethyl-N-(thiazol-5-ylmethyl)pyridazine N1=CC=CC=2CN(CCC12)C1=C(C(=CNN1CC1=CN=CS1)C)C